[V].[Co].[Cr].[Fe] iron-chromium-cobalt-vanadium